N-methylthiomorpholine-4-carboxamide 1,1-dioxide CNC(=O)N1CCS(CC1)(=O)=O